methyl 3-bromo-2-(2,3,4,9-tetrahydro-1h-pyrido[3,4-b]indol-1-yl)propanoate BrCC(C(=O)OC)C1NCCC2=C1NC1=CC=CC=C21